2-(2-(cyclopropanesulfonylamino)-6-(trifluoromethyl)pyrimidin-4-yl)-N-(5-(6-ethoxypyrazin-2-yl)pyridin-2-yl)-2-methylpropanamide C1(CC1)S(=O)(=O)NC1=NC(=CC(=N1)C(C(=O)NC1=NC=C(C=C1)C1=NC(=CN=C1)OCC)(C)C)C(F)(F)F